2-(±)-Ethyl 4-(3-(1,1-dimethylethylsulfinamido)oxetan-3-yl)-3-methylbenzoate CC(C)([S@@](=O)NC1(COC1)C1=C(C=C(C(=O)OCC)C=C1)C)C |r|